N6D-2-isopentenyladenine C(C=C(C)C)NC1=C2NC=NC2=NC=N1